NC1=NC=2C=CC(=CC2C2=C1[C@@H](OC2)C)C(=O)N(CC2=NC=C(C=C2)C(F)(F)F)CC2(CC2)C#N (3S)-4-amino-N-((1-cyanocyclopropyl)methyl)-3-methyl-N-((5-(trifluoromethyl)-2-pyridinyl)methyl)-1,3-dihydrofuro[3,4-c]quinoline-8-carboxamide